FC=1C=C(C=C(C1C=1C=C2C(=CN1)NN=C2C=2C=NC(=CC2)N2CC(CCC2)OC)C)CNC 1-(3-Fluoro-4-(3-(6-(3-methoxypiperidin-1-yl)pyridin-3-yl)-1H-pyrazolo[3,4-c]pyridin-5-yl)-5-methylphenyl)-N-methylmethanamine